ClC1=CC=C(C=C1)C1N(C(C2=CC(=CC(=C12)F)C(CN(C)C)(C)O)=O)CC1=NC=C(C=C1)Cl 3-(4-chlorophenyl)-2-[(5-chloropyridin-2-yl)methyl]-6-[1-(dimethylamino)-2-hydroxypropan-2-yl]-4-fluoro-2,3-dihydro-1H-isoindol-1-one